3'-(oxybis(methylene))bis(3-ethyloxetane) O(CC1OCC1CC)CC1OCC1CC